O=C1N(C(C2=CC=CC=C12)=O)C[C@@H]1[C@@H](OC(CN1C(=O)OC(C)(C)C)(F)F)C tert-butyl (5R,6S)-5-((1,3-dioxoisoindolin-2-yl)methyl)-2,2-difluoro-6-methylmorpholine-4-carboxylate